ClC=1C=C(C=CC1OC(F)(F)F)C=1SC=CN1 2-(3-chloro-4-(trifluoromethoxy)phenyl)thiazol